CN1CCN(CC1)C1=NC=CC(=C1)C=1C=C2C(=NC1)NC=C2C2=CC=C1C(CC3(CCNCC3)C1=C2)=O 6-(5-(2-(4-methylpiperazin-1-yl)pyridin-4-yl)-1H-pyrrolo[2,3-b]pyridin-3-yl)spiro[indene-1,4'-piperidin]-3(2H)-one